CC1=C(C=C(C=C1)NC(C1=CC(=CC=C1)C(F)(F)F)=O)C1=CC2=C(N=C(N=C2)NC2=CC=CC=C2)C(N1C)=O N-(4-methyl-3-(7-methyl-8-oxo-2-(phenylamino)-7,8-dihydropyrido[3,4-d]pyrimidin-6-yl)phenyl)-3-(trifluoromethyl)benzamide